N-(3-(4'-(pyridin-2-ylmethoxy)-4,5,5',6'-tetrahydro-2H-spiro[furan-3,8'-pyrano[3,4-b]pyridin]-2'-yl)-1H-pyrrolo[2,3-c]pyridin-5-yl)acetamide N1=C(C=CC=C1)COC1=C2C(=NC(=C1)C1=CNC3=CN=C(C=C31)NC(C)=O)C3(OCC2)COCC3